(2-Hydroxyethyl)tripropylammonium geranate C(\C=C(/C)\CCC=C(C)C)(=O)[O-].OCC[N+](CCC)(CCC)CCC